ClC=1C=C2C(C(=CN(C2=CC1N1[C@H](CCC1)COC1=NC=CC=C1Cl)C1=NC=C(N=C1)O)C(=O)O)=O 6-Chloro-7-[(2R)-2-{[(3-chloropyridin-2-yl)oxy]methyl}pyrrolidin-1-yl]-1-(5-hydroxy-pyrazin-2-yl)-4-oxo-1,4-dihydroquinoline-3-carboxylic acid